N-[(1S)-2-cyclobutyl-1-[[4-(3,5-dimethyl-1H-pyrazol-4-yl)phenyl]carbamoyl]propyl]-2-[(1R)-2-hydroxy-1-methyl-ethyl]pyrazole-3-carboxamide C1(CCC1)C([C@@H](C(NC1=CC=C(C=C1)C=1C(=NNC1C)C)=O)NC(=O)C=1N(N=CC1)[C@@H](CO)C)C